(4-cyano-2-(trifluoromethyl)phenyl)-2-(4-((6,7-dimethoxyquinazolin-4-yl)oxy)-2,6-difluorophenyl)-2-oxoacetamide C(#N)C1=CC(=C(C=C1)NC(C(=O)C1=C(C=C(C=C1F)OC1=NC=NC2=CC(=C(C=C12)OC)OC)F)=O)C(F)(F)F